FC=1C=C(NC2=CC=C(C(=N2)C(=O)NC2CCC3=CC(=CC=C23)C(F)(F)F)OC)C=C(C1)F 6-(3,5-difluoroanilino)-3-methoxy-N-[5-(trifluoromethyl)indan-1-yl]pyridine-2-carboxamide